ClC=1C=C(OC=2C=C(C=C(C2)C)C=2C3=C(C(N(C2)C)=O)C=C(S3)C(=O)NCC)C=CC1C 7-(3-(3-chloro-4-methylphenoxy)-5-methylphenyl)-N-ethyl-5-methyl-4-oxo-4,5-dihydrothieno[3,2-c]pyridine-2-carboxamide